N[C@H](C(=O)OC)C1CCCCC1 methyl (2S)-2-amino-2-cyclohexyl-acetate